(R)-ethyl 3-amino-3-(3-(difluoro(o-tolyl)methyl)phenyl)propanoate hydrochloride Cl.N[C@H](CC(=O)OCC)C1=CC(=CC=C1)C(C1=C(C=CC=C1)C)(F)F